FC1=C(C(=CC(=C1)C=1C=C(C=2N=C(N=CC2N1)N[C@@H]1CNC[C@@H](C1)CF)CF)F)NS(=O)(=O)C1=CC=CC=C1 N-(2,6-difluoro-4-(8-(fluoromethyl)-2-(((3S,5R)-5-(fluoromethyl)piperidin-3-yl)amino)pyrido[3,2-d]pyrimidin-6-yl)phenyl)benzenesulfonamide